ClC1=C(OC2=NC=C(C(=C2)S(=O)(=O)N[C@H]2COCC2)O)C(=CC(=C1)N1N=C(C(NC1=O)=O)C(F)F)Cl (R)-2-(2,6-dichloro-4-(6-(difluoromethyl)-3,5-dioxo-4,5-dihydro-1,2,4-triazin-2(3H)-yl)phenoxy)-5-hydroxy-N-(tetrahydrofuran-3-yl)pyridine-4-sulfonamide